C(C)(C)(C)OC(=O)N1CC(C1)C1=NNC2=C1C(=NC=C2)F 3-(4-fluoro-1H-pyrazolo[4,3-c]pyridin-3-yl)azetidine-1-carboxylic acid tert-butyl ester